CC1=CSC2=C1N=CN=C2N2CCC(CC2)NC2=CC=NC=C2 N-(1-(7-methylthieno[3,2-d]pyrimidin-4-yl)piperidin-4-yl)pyridin-4-amine